OC1(CC(C1)C(=O)N1CC2(C1)CC(C2)CC2=CC1=C(C=N2)C=CN1C)C ((1s,3s)-3-Hydroxy-3-methylcyclobutyl)(6-((1-methyl-1H-pyrrolo[3,2-c]pyridin-6-yl)methyl)-2-azaspiro[3.3]heptan-2-yl)methanon